N-[1-(6-methylpyridazin-3-yl)-1H-indazol-4-yl]-2-(trifluoromethyl)benzamide CC1=CC=C(N=N1)N1N=CC2=C(C=CC=C12)NC(C1=C(C=CC=C1)C(F)(F)F)=O